BrC1=CC=C(C=C1)C=1N=C(SC1)N(C(CCl)=O)C1=CC=CC=C1 N-[4-(4-bromophenyl)thiazol-2-yl]-2-chloro-N-phenyl-acetamide